4-Methyl-benzoic acid anhydride CC1=CC=C(C(=O)OC(C2=CC=C(C=C2)C)=O)C=C1